(R)-4-{4-[4-(5,7-dimethylindazol-2-yl) piperidine-1-carbonyl] phenyl}-4-methyl-2,5-dioxo-imidazolidin-1-ylmethyl butyrate C(CCC)(=O)OCN1C(N[C@](C1=O)(C)C1=CC=C(C=C1)C(=O)N1CCC(CC1)N1N=C2C(=CC(=CC2=C1)C)C)=O